2-(2-((5-(3-(aminomethyl)phenyl)-7-methylbenzofuran-3-yl)methoxy)-4-methylphenyl)acetic acid NCC=1C=C(C=CC1)C=1C=C(C2=C(C(=CO2)COC2=C(C=CC(=C2)C)CC(=O)O)C1)C